C(N)(=O)C1=[N+](C=CC(=C1)NC(=O)[C@H]1O[C@]([C@H]([C@@H]1C1=C(C(=C(C=C1)F)F)OC(F)F)C)(C(F)(F)F)C)[O-] 2-carbamoyl-4-((2S,3R,4S,5R)-3-(2-(difluoromethoxy)-3,4-difluorophenyl)-4,5-dimethyl-5-(trifluoromethyl)tetrahydrofuran-2-carboxamido)pyridine 1-oxide